4-PIPERIDINECARBOXYLIC ACID N1CCC(CC1)C(=O)O